COC(=O)C1(CC(N(CC1)CC1=C(C(=CC=C1)F)F)CC)CC1=NC(=CC=C1F)NC=1SC=CN1 1-(2,3-difluorobenzyl)-2-ethyl-4-((3-fluoro-6-(thiazol-2-ylamino)pyridin-2-yl)methyl)piperidine-4-carboxylic acid methyl ester